C1(=CC=CC=C1)C1OCC1C(=O)O Phenyloxetane-3-carboxylic acid